NC1=C2C(=NC=N1)N(N=C2C2=CC=C(C=C2)CNC(C2=C(C=CC(=C2)F)OC)=O)C(CCN(C(=O)N2N=CN=C2)C)CC2=CC=CC=C2 N-(3-(4-amino-3-(4-((5-fluoro-2-methoxybenzamido)methyl)phenyl)-1H-pyrazolo[3,4-d]pyrimidin-1-yl)-4-phenylbutyl)-N-methyl-1H-1,2,4-triazole-1-carboxamide